N[C@H](C(=O)O)CC1=CC=C(C=C1)C1=NN(C2=CC=CC=C12)C (S)-2-amino-3-(4-(1-methyl-1H-indazol-3-yl)phenyl)propanoic acid